C(C)(=O)N[C@@H]1CC[C@H](CC1)NC1=NC=C(C(=N1)C=1C=C(C(=O)OC)C=CC1)F trans-methyl 3-[2-[(4-acetamidocyclohexyl)amino]-5-fluoro-pyrimidin-4-yl]benzoate